picolineOne N1=C(C=CC=C1)C=O